Butyl 3-(2-(2-((2-(2,6-dioxopiperidin-3-yl)-1,3-dioxoisoindolin-4-yl)oxy)ethoxy)ethoxy)propanoate O=C1NC(CCC1N1C(C2=CC=CC(=C2C1=O)OCCOCCOCCC(=O)OCCCC)=O)=O